cis-oleic acid C(CCCCCCC\C=C/CCCCCCCC)(=O)O